ethylenebis(2-carbamoyl-5,6-dihydro-4H-1,3-oxazine) C(CC1N=C(OCC1)C(N)=O)C1N=C(OCC1)C(N)=O